(S)-N-(4-((3-chloro-4-fluorophenyl)amino)-7-((tetrahydrofuran-3-yl)oxy)quinazolin-6-yl)-2,3,4,5-tetrafluoro-6-(trifluoromethyl)benzenesulfonamide ClC=1C=C(C=CC1F)NC1=NC=NC2=CC(=C(C=C12)NS(=O)(=O)C1=C(C(=C(C(=C1C(F)(F)F)F)F)F)F)O[C@@H]1COCC1